2-(2-((3r,4r)-3-amino-4-fluoropiperidin-1-yl)-5,6-difluoro-1H-benzo[d]imidazol-1-yl)-1-(2,2-dimethylpyrrolidin-1-yl)ethan-1-one N[C@@H]1CN(CC[C@H]1F)C1=NC2=C(N1CC(=O)N1C(CCC1)(C)C)C=C(C(=C2)F)F